BrC=1C(=NC=C(C1Br)[N+](=O)[O-])Cl 3,4-Dibromo-2-chloro-5-nitropyridine